N-(3-(2-chloroquinazolin-8-yl)phenyl)acrylamide ClC1=NC2=C(C=CC=C2C=N1)C=1C=C(C=CC1)NC(C=C)=O